5-((1-benzylpiperidin-4-yl)oxy)-N-(thiazol-4-yl)-4-(trifluoromethyl)pyridine-2-sulfonamide C(C1=CC=CC=C1)N1CCC(CC1)OC=1C(=CC(=NC1)S(=O)(=O)NC=1N=CSC1)C(F)(F)F